ethyl 4-(2-phenyl-1H-indole-5-sulfonamido)benzoate C1(=CC=CC=C1)C=1NC2=CC=C(C=C2C1)S(=O)(=O)NC1=CC=C(C(=O)OCC)C=C1